4-(4-(1H-indazol-4-yl)-6-(5-(pyrrolidin-1-ylmethyl)thiophen-2-yl)-1,3,5-triazin-2-yl)morpholine N1N=CC2=C(C=CC=C12)C1=NC(=NC(=N1)C=1SC(=CC1)CN1CCCC1)N1CCOCC1